C(C)(C)(C)OC(=O)C=1C=C(C=CC1)NC1(COCC1)C(=O)O 3-((3-(tert-butoxycarbonyl)phenyl)amino)tetrahydrofuran-3-carboxylic acid